CC1=NC=NC2=CC=C(C=C12)C=1C(=NC(=NC1)N)C=1SC=CC1 5-(4-Methylquinazolin-6-yl)-4-(thien-2-yl)pyrimidin-2-amine